Cl.C(#N)C1=C(C=C(C=C1)N1CCC(CC1)C(=O)NC1=NC=C(C=C1)N1CCNCC1)C(F)(F)F 1-(4-cyano-3-(trifluoromethyl)phenyl)-N-(5-(piperazin-1-yl)pyridin-2-yl)piperidine-4-carboxamide hydrochloride